benzyl (3S)-3-isopropoxypyrrolidine-1-carboxylate C(C)(C)O[C@@H]1CN(CC1)C(=O)OCC1=CC=CC=C1